TosylmethylIsocyanide S(=O)(=O)(C1=CC=C(C)C=C1)C[N+]#[C-]